methyl 2-chloro-4-(1-methoxy-2-methyl-1-oxopropan-2-yl)-5-nitrobenzoate ClC1=C(C(=O)OC)C=C(C(=C1)C(C(=O)OC)(C)C)[N+](=O)[O-]